C(C)N1CCN(CC1)CC=1C=CC(=NC1)N1CN=C(C=C1)C=1C=C2C3(C(=NC2=C(C1)F)C)CCCC3 N-(5-((4-ethylpiperazin-1-yl)methyl)pyridin-2-yl)-4-(7'-fluoro-2'-methylspiro[cyclopentane-1,3'-indol]-5'-yl)pyrimidine